ClC1=CC(=NC=C1C(C)(C)O)C=1C=NC(=CC1NC1=NC(=CC=C1)S(=O)(=O)C)NC(C)=O N-(4-chloro-5-(2-hydroxypropan-2-yl)-4'-((6-(methylsulfonyl)pyridin-2-yl)amino)-[2,3'-bipyridin]-6'-yl)acetamide